2-methyl-1-pyrrolium CC=1[NH2+]C=CC1